C12C(CC(CC1)C=C2)=O Bicyclo[2.2.2]oct-7-en-2-one